F[B-](C)(F)F trifluoro(methyl)boranuide